3-[5-[4-[[5-chloro-4-[[3-(3-hydroxy-3-methyl-butyl)-1-methyl-2-oxo-benzimidazol-5-yl]amino]pyrimidin-2-yl]-methyl-amino]-1-piperidyl]-1-oxo-isoindolin-2-yl]piperidine-2,6-dione ClC=1C(=NC(=NC1)N(C1CCN(CC1)C=1C=C2CN(C(C2=CC1)=O)C1C(NC(CC1)=O)=O)C)NC1=CC2=C(N(C(N2CCC(C)(C)O)=O)C)C=C1